C(C)(C)(C)N1N=CC(=C(C1=O)Cl)OCC1=C(C=C(C(=C1)C)CCl)C 2-(tert-butyl)-4-chloro-5-((4-(chloromethyl)-2,5-dimethylbenzyl)oxy)pyridazin-3(2H)-one